FC1=C(C=CC=C1)/C(=C\S(=O)(=O)C1=CC=C(C)C=C1)/S(=O)C1=CC=C(C=C1)C (E)-1-Fluoro-2-(1-(p-tolylsulfinyl)-2-tosylvinyl)benzene